N,6-dimethyl-5-(1-((2-(3-methylureido)pyridin-4-yl)methyl)piperidin-4-yl)picolinamide CNC(C1=NC(=C(C=C1)C1CCN(CC1)CC1=CC(=NC=C1)NC(=O)NC)C)=O